C(#N)C=1C=CC(=C(C1)C1=CC(=NC(=C1)NCCC1CC1)C(=O)O)C1=NN=CN1C 4-(5-cyano-2-(4-methyl-4H-1,2,4-triazol-3-yl)phenyl)-6-((2-cyclopropylethyl)amino)picolinic acid